CC1=CC=C(C(N1)=O)C(F)(F)F 6-methyl-3-(trifluoromethyl)pyridin-2(1H)-one